ClC=1C=C(C(=NC1)C)NC(\C=C\C1=C(C=C2C(=N1)NN=C2Cl)F)=O (E)-N-(5-chloro-2-methylpyridin-3-yl)-3-(3-chloro-5-fluoro-1H-pyrazolo[3,4-b]pyridin-6-yl)acrylamide